4,5-dibromo-1-((2-(trimethylsilyl)ethoxy)methyl)-1H-imidazole BrC=1N=CN(C1Br)COCC[Si](C)(C)C